C(C)(C)(C)OCC1NC[C@H]([C@@H]2[C@H]1OC(O2)(C)C)O (3aS,7R,7aR)-4-(tert-butoxymethyl)-2,2-dimethyl-3a,4,5,6,7,7a-hexahydro-[1,3]dioxolo[4,5-c]pyridin-7-ol